FC=1C=C(C(=O)OC)C=CC1C=1N(C=C(N1)C(F)(F)F)C methyl 3-fluoro-4-[1-methyl-4-(trifluoromethyl)imidazol-2-yl]benzoate